CC(C[C@H]1[C@@H](C[C@H]2N(CCC3=CC(=C(C=C23)OC)OCCOC(C#N)(C)C)C1)O)(C)C 2-(2-{[(2r,3r,11br)-3-(2,2-dimethylpropyl)-2-hydroxy-10-methoxy-1h,2h,3h,4h,6h,7h,11bh-pyrido[2,1-a]isoquinolin-9-yl]oxy}ethoxy)-2-methylpropanenitrile